ClC=1C=C2C(=NC=NC2=CC1OC)N1CCC2(CCN(C2)[SH2](=O)C=N)CC1 [8-(6-chloro-7-methoxyquinazolin-4-yl)-2,8-diazaspiro[4.5]decan-2-yl](imino)methyl-λ6-sulfanone